(S)-N-(3-(6-chloro-1,2,3,4-tetrahydroisoquinoline-2-sulfonamido)-2-methylpropyl)benzo[d]isoxazole-5-sulfonamide ClC=1C=C2CCN(CC2=CC1)S(=O)(=O)NC[C@H](CNS(=O)(=O)C=1C=CC2=C(C=NO2)C1)C